NCCOCCOCCOCCOCCOCCOCCOCCOCCC(=O)N[C@@H](CCCCNC(CCCC1=CC=C(C=C1)I)=O)C(=O)O N2-(1-amino-3,6,9,12,15,18,21,24-octaoxaheptacosan-27-oyl)-N6-(4-(4-iodophenyl)butanoyl)lysine